4-ethoxybenzyl (2,4-difluorobenzyl)(1-methylpiperidin-4-yl)carbamate FC1=C(CN(C(OCC2=CC=C(C=C2)OCC)=O)C2CCN(CC2)C)C=CC(=C1)F